(2r,3r,4r,5s)-1-(2-fluorophenethyl)-2-(hydroxymethyl)piperidine-3,4,5-triol FC1=C(CCN2[C@@H]([C@H]([C@@H]([C@H](C2)O)O)O)CO)C=CC=C1